CNC1=CC(=NC=N1)C1=C2CNC(C2=C(C=C1)NC1=NC=C(C=C1)N1CCN(CC1)C)=O 4-[6-(methylamino)pyrimidin-4-yl]-7-[[5-(4-methylpiperazin-1-yl)-2-pyridyl]amino]isoindolin-1-one